1-(6-(4-(1-(4-((1r,3r)-3-aminocyclobutoxy)phenyl)cyclopentyl)phenoxy)pyridazin-3-yl)ethane-1-ol NC1CC(C1)OC1=CC=C(C=C1)C1(CCCC1)C1=CC=C(OC2=CC=C(N=N2)C(C)O)C=C1